Water cyanide [C-]#N.O